COC=1C=C(C=CC1OC)C1=NN2C(=NC=3C=CC=CC3C2=N1)NC=1C(N=CC=NC1)=O (6R)-6-{[2-(3,4-dimethoxyphenyl)[1,2,4]triazolo[1,5-c]quinazolin-5-yl]amino}-1,4-diazepin-5-one